F[B-](F)(F)F.O=C1C(=C(N=C(N1)[N+]1=CC=CC=C1)C1CCC(CC1)C1=CC=CC=C1)CC1=CC(=CC=C1)C(F)(F)F 1-(6-oxo-4-((1r,4r)-4-phenylcyclohexyl)-5-(3-(trifluoromethyl)benzyl)-1,6-dihydropyrimidin-2-yl)pyridin-1-ium tetrafluoroborate